1-(4-fluoro-2-methylphenyl)-3-(2-methyl-6-oxo-1,4,5,6-tetrahydropyridin-3-yl)-7-(trifluoromethyl)-2,3-dihydroquinazolin-4(1H)-one FC1=CC(=C(C=C1)N1CN(C(C2=CC=C(C=C12)C(F)(F)F)=O)C1=C(NC(CC1)=O)C)C